2-(4-((5-bromothiophen-2-yl)sulfonyl)piperazine-1-carbonyl)phenyl acetate C(C)(=O)OC1=C(C=CC=C1)C(=O)N1CCN(CC1)S(=O)(=O)C=1SC(=CC1)Br